3-(2-Boronoethyl)-2-hydroxy-6-{[1-(methylsulfonyl)azetidin-3-yl]oxy}benzoic acid B(O)(O)CCC=1C(=C(C(=O)O)C(=CC1)OC1CN(C1)S(=O)(=O)C)O